C(C)(C)NC(C)=CC(C)=NCCCC N-isopropyl-4-(butylimino)-2-penten-2-amine